(3R)-3-amino-4-benzyloxy-1-[4-[5-(trifluoromethyl)pyrimidin-2-yl]piperazin-1-yl]butan-1-one N[C@H](CC(=O)N1CCN(CC1)C1=NC=C(C=N1)C(F)(F)F)COCC1=CC=CC=C1